ClC1=C(CN2N=C3C4=C(CCC3=C2)OC(=C4C)C(=O)NCC4=CC=C(C=C4)C)C=CC=C1 2-(2-chlorobenzyl)-8-methyl-N-(4-methylbenzyl)-4,5-dihydro-2H-furo[2,3-g]indazole-7-carboxamide